FC1(C(C1)(C)COC1=NNC=C1)F 3-[(2,2-difluoro-1-methyl-cyclopropyl)methoxy]-1H-pyrazole